7-Chloro-1-methyl-5-(2-methylpyridin-3-yl)imidazo[1,2-a]quinoxalin-4(5H)-one ClC=1C=C2N(C(C=3N(C2=CC1)C(=CN3)C)=O)C=3C(=NC=CC3)C